2-(4-(tert-butyloxycarbonyl)-3,4-dihydro-2H-benzo[b][1,4]oxazin-6-yl)-3-hydroxypropanoic acid C(C)(C)(C)OC(=O)N1C2=C(OCC1)C=CC(=C2)C(C(=O)O)CO